(E)-5-(2,4-dichlorostyryl)-2-mercapto-1,3,4-oxadiazole ClC1=C(/C=C/C2=NN=C(O2)S)C=CC(=C1)Cl